(Z)-phenyl-(pyrrolidin-1-yl)methanone oxime C1(=CC=CC=C1)/C(=N/O)/N1CCCC1